FC1=C(C=CC=C1)C1=C(SC(=C1)N1CCCC1)C1=C(C(=O)O)C=CC=C1 2-(3-(2-fluorophenyl)-5-(pyrrolidin-1-yl)thiophen-2-yl)benzoic acid